benzyl (S)-((4-((2-aminopropanamido)methyl)phenyl)(imino)methyl)carbamate hydrochloride Cl.N[C@H](C(=O)NCC1=CC=C(C=C1)C(=N)NC(OCC1=CC=CC=C1)=O)C